ClC=1C=C(CNC(=O)C2=NC(=NC(=C2O)O)C)C=C(C1)Cl (3,5-dichlorobenzyl)-5,6-dihydroxy-2-methylpyrimidine-4-carboxamide